N-[(benzyloxy)carbonyl]-L-alanyl-L-alanyl-N1-{3-[{(1R)-1-[1-benzyl-4-(2,5-difluorophenyl)-1H-pyrrol-2-yl]-2,2-dimethylpropyl}(hydroxyacetyl)amino]propyl}-L-aspartamide C(C1=CC=CC=C1)OC(=O)N[C@@H](C)C(=O)N[C@@H](C)C(=O)N[C@@H](CC(=O)N)C(=O)NCCCN(C(CO)=O)[C@H](C(C)(C)C)C=1N(C=C(C1)C1=C(C=CC(=C1)F)F)CC1=CC=CC=C1